N-[3-(1H-benzo[d]imidazol-2-yl)phenyl]-4-(pyrazin-2-yl)aniline N1C(=NC2=C1C=CC=C2)C=2C=C(C=CC2)NC2=CC=C(C=C2)C2=NC=CN=C2